FC1=C(C=CC(=C1)F)C(C(=O)OCC)(F)F ethyl 2-(2,4-difluorophenyl)-2,2-difluoroacetate